(3-fluoro-4-methoxyphenyl)magnesium FC=1C=C(C=CC1OC)[Mg]